2-(4-chloro-2-fluoro-3-methoxyphenyl)-1-isopropyl-4-(trifluoromethyl)imidazole ClC1=C(C(=C(C=C1)C=1N(C=C(N1)C(F)(F)F)C(C)C)F)OC